(-)-N-methyl-N-phenacyl-α,β-epoxy-β-phenylpropionamide CN(C(C1C(O1)C1=CC=CC=C1)=O)CC(=O)C1=CC=CC=C1